NC1=C(C=CC=C1)C1=CC=CC=2C3=CC=CC=C3NC12 2-aminophenylcarbazole